CC1([C@H]2CN([C@@H]([C@@H]12)C(=O)N[C@@H](C[C@H]1C(NCC1)=O)C(COC(F)(F)F)=O)C(C(NC1=C(C=CC=C1)C)=O)=O)C (1r,2S,5S)-6,6-dimethyl-N-((S)-3-oxo-1-((S)-2-oxopyrrolidin-3-yl)-4-(trifluoromethoxy)butan-2-yl)-3-(2-oxo-2-(o-tolylamino)acetyl)-3-azabicyclo[3.1.0]hexane-2-carboxamide